S1C=NC2=C1C=CC(=C2)NC2=CC=NC1=CC(=CC=C21)C2=C(C=C(CN1C[C@H]3CC[C@@H](C1)N3C(=O)OC(C)(C)C)C=C2)F tert-butyl (1R,5S)-3-(4-(4-(benzo[d]thiazol-5-ylamino)quinolin-7-yl)-3-fluorobenzyl)-3,8-diazabicyclo[3.2.1]octane-8-carboxylate